[Br-].CO[Si](OC)(OC)COC1=C(C=C(C=C1)O)[P+](C)(C)C (2-[(trimethoxysilyl)methoxy]-5-hydroxyphenyl)trimethylphosphonium bromide